N-((1R)-3-Cyano-3-azabicyclo[3.1.0]hexan-1-yl)-5-(4-(phenylthio)pyridin-3-yl)-1H-pyrazol-3-carboxamid C(#N)N1C[C@]2(CC2C1)NC(=O)C1=NNC(=C1)C=1C=NC=CC1SC1=CC=CC=C1